Glycine sodium dodecyl-sulfate C(CCCCCCCCCCC)OS(=O)(=O)[O-].[Na+].NCC(=O)O